S(=O)(=O)([O-])[O-].S(=O)(=O)(O)O.[NH2+]1CCCC1.[Li+] LITHIUM PYRROLIDINIUM BIS(SULFATE)